N'-Boc-L-histidine methyl ester COC([C@@H](N)CC1=CN(C=N1)C(=O)OC(C)(C)C)=O